(R)-(5-(1-(difluoromethyl)-1H-pyrazol-3-yl)-1,3,4-oxadiazol-2-yl)(4-(4-(trifluoromethoxy)pyrazolo[1,5-a]pyridin-2-yl)-6,7-dihydro-1H-imidazo[4,5-c]pyridin-5(4H)-yl)methanone FC(N1N=C(C=C1)C1=NN=C(O1)C(=O)N1[C@H](C2=C(CC1)NC=N2)C2=NN1C(C(=CC=C1)OC(F)(F)F)=C2)F